1,3-dihydro-2H-benzoimidazol-2-thione N1C(NC2=C1C=CC=C2)=S